C(C=C)(=O)N1C[C@@H](N(CC1)C=1C2=C(N(C(N1)=O)C=1C(=NC=CC1C)C(C)C)N=C(C(=C2)F)C2=C(C=CC=C2O)F)C 4-((S)-4-propenoyl-2-methylpiperazin-1-yl)-6-fluoro-7-(2-fluoro-6-hydroxyphenyl)-1-(2-isopropyl-4-methylpyridin-3-yl)pyrido[2,3-d]pyrimidin-2(1H)-one